5-(benzyloxy)-2-bromo-2,3-dihydro-1H-inden-1-ol C(C1=CC=CC=C1)OC=1C=C2CC(C(C2=CC1)O)Br